tert-butyl ((1r,4r)-4-(5-(6-carbamimidoyl-1-(naphthalen-1-ylmethyl)-1H-indol-2-yl)-1,3,4-thiadiazole-2-carbonyl)cyclohexyl)carbamate C(N)(=N)C1=CC=C2C=C(N(C2=C1)CC1=CC=CC2=CC=CC=C12)C1=NN=C(S1)C(=O)C1CCC(CC1)NC(OC(C)(C)C)=O